rac-N-[(6S,7S)-7-[([1,1'-biphenyl]-3-yl)methyl]-2-(propan-2-yl)-4,5,6,7-tetrahydropyrazolo[1,5-a]pyridin-6-yl]methanesulfonamide C1(=CC(=CC=C1)C[C@H]1[C@H](CCC=2N1N=C(C2)C(C)C)NS(=O)(=O)C)C2=CC=CC=C2 |r|